3,5-dichloro-4-(methoxycarbonyl)benzoic acid ClC=1C=C(C(=O)O)C=C(C1C(=O)OC)Cl